FC(C=1C=C(C=C(C1)C(F)(F)F)OC=1C=C2C(C(=CN(C2=CC1)C(C)C)C(=O)O)=O)(F)F 6-(((3,5-bis(trifluoromethyl)phenyl))oxy)-1-isopropyl-4-oxo-1,4-dihydroquinoline-3-carboxylic acid